3-(4-hydroxy-3-methoxybenzoyl)propionic acid OC1=C(C=C(C(=O)CCC(=O)O)C=C1)OC